2-(1-methyl-1H-indazol-4-yl)pyrazolo[5,1-b]thiazole-7-carboxylic acid CN1N=CC2=C(C=CC=C12)C1=CN2C(S1)=C(C=N2)C(=O)O